5-Phenyl-1H-pyrazole-3-carboxylic acid {2-[3-(2,5-difluoro-phenoxy)-pyrrolidin-1-yl]-2-oxo-ethyl}-amide FC1=C(OC2CN(CC2)C(CNC(=O)C2=NNC(=C2)C2=CC=CC=C2)=O)C=C(C=C1)F